N1-(3-fluoro-1-methylpiperidin-4-yl)benzene-1,4-diamine FC1CN(CCC1NC1=CC=C(C=C1)N)C